dithiobenzoic acid isocyano ester [N+](#[C-])SC(C1=CC=CC=C1)=S